5-((2-(3-(6-chloro-[1,2,4]triazolo[4,3-a]pyridin-7-yl)propyl)-2-azaspiro[3.3]heptan-6-yl)(methyl)amino)-2,8-dimethylphthalazin-1(2H)-one ClC=1C(=CC=2N(C1)C=NN2)CCCN2CC1(C2)CC(C1)N(C1=C2C=NN(C(C2=C(C=C1)C)=O)C)C